ClC1=CC2=C(N(C(C(N2C)=O)=O)C2C[C@H]3CC[C@@H](C2)N3C3=NC=C(C=N3)C#N)N=C1 2-((1R,3r,5S)-3-(7-chloro-1-methyl-2,3-dioxo-2,3-dihydropyrido[2,3-b]pyrazine-4(1H)-yl)-8-azabicyclo[3.2.1]octane-8-yl)pyrimidine-5-carbonitrile